BrC=1C=C(CN)C=CC1 3-bromobenzylamine